methyl (R)-2-(2-(((tert-butyldimethylsilyl)oxy)methyl)-5-oxopyrrolidin-1-yl)acetate [Si](C)(C)(C(C)(C)C)OC[C@@H]1N(C(CC1)=O)CC(=O)OC